5-(2-naphthylsulfonyl)-thiazolidine-2,4-dione C1=C(C=CC2=CC=CC=C12)S(=O)(=O)C1C(NC(S1)=O)=O